C(C1=CN=CC=C1)(=O)O.C(C1=CN=CC=C1)(=O)O nicotinic acid nicotinate